ClC1=C(C(=NN1C)C)[N+](=O)[O-] 5-chloro-1,3-dimethyl-4-nitro-pyrazole